3,4-dichloro-nitrobenzene ClC=1C=C(C=CC1Cl)[N+](=O)[O-]